[Mg].[Ga] gallium-magnesium